O(C1=CC=CC=C1)C1C(=C(C(O1)=O)Cl)Cl 5-phenoxy-3,4-dichloro-2(5H)-furanone